S1C(=NC2=C1C=CC=C2)C(=O)[C@H](CCCNC(=N)N)NC([C@H](CC2=CC=CC=C2)NC([C@H](CC2=CNC1=CC=CC=C21)NC(C)=O)=O)=O N-[(S)-1-[(1,3-benzothiazol-2-yl)carbonyl]-4-guanidinobutyl](S)-2-[(S)-2-acetylamino-3-(3-indolyl)propionylamino]-3-phenylpropionamide